C(CC)N(CCC)CCCCCNCCCCCN(CCC)CCC bis[5-(N,N-Dipropylamino)pentyl]amin